4-(3-bromoanilino)-2'-(3,4-dichlorophenyl)spiro[cyclohexane-1,1'-indene]-4-carboxylic acid BrC=1C=C(NC2(CCC3(C(=CC4=CC=CC=C34)C3=CC(=C(C=C3)Cl)Cl)CC2)C(=O)O)C=CC1